5-methylpyridazine-4-carbohydrazide CC=1C(=CN=NC1)C(=O)NN